1-(2-Methylsulfonylethyl)triazole-4-carbaldehyde CS(=O)(=O)CCN1N=NC(=C1)C=O